C(C1=CC=CC=C1)N1CCN(CC1)C1=CC=C(C=N1)C1=C2C=NC=NC2=CC(=C1)C=1C=NN(C1)C 5-(6-(4-Benzylpiperazin-1-yl)pyridin-3-yl)-7-(1-methyl-1H-pyrazol-4-yl)quinazoline